C(C)(C)(C)OC(=O)N1CC2(C1)CC(CC2)(O)C2CCC2 6-cyclobutyl-6-hydroxy-2-azaspiro[3.4]octane-2-carboxylic acid tert-butyl ester